CCCCC(=O)OC methyl n-valerate